C(CS)(=O)[O-].[Na+].[Sb+3].C(CS)(=O)[O-].C(CS)(=O)[O-].C(CS)(=O)[O-] antimony sodium thioglycolate